2-(2-oxabicyclo[2.1.1]hex-4-yl)-N-(1-cyclopropyl-2-oxo-1,2-dihydropyridin-3-yl)-7-isopropoxylimidazo[1,2-a]pyridine-6-carboxamide C12OCC(C1)(C2)C=2N=C1N(C=C(C(=C1)OC(C)C)C(=O)NC=1C(N(C=CC1)C1CC1)=O)C2